[NH4+].OC[C@H](C)NC1=C(C(N(N=C1)COCC[Si](C)(C)C)=O)C(F)(F)F (S)-5-((1-hydroxypropan-2-yl)amino)-4-(trifluoromethyl)-2-((2-(trimethylsilyl)ethoxy)methyl)Pyridazin-3(2H)-one Ammonium